(s)-[1,1'-binaphthalene]-2,2'-diyl bis(trifluoromethanesulfonate) C1=CC=C2C(=C1)C=CC(=C2C3=C(C=CC4=CC=CC=C43)OS(=O)(=O)C(F)(F)F)OS(=O)(=O)C(F)(F)F